C(C)OC(=O)C=1C(=NN2C1N=C(C=C2Cl)Cl)N amino-5,7-dichloropyrazolo[1,5-a]pyrimidine-3-carboxylic acid ethyl ester